2'-chloro-5'-(difluoromethoxy)-N-(5-(((1r,4r)-4-hydroxy-4-methylcyclohexyl)oxy)-1,3,4-thiadiazol-2-yl)-6-methyl-(4,4'-bipyridine)-3-carboxamide ClC1=NC=C(C(=C1)C1=C(C=NC(=C1)C)C(=O)NC=1SC(=NN1)OC1CCC(CC1)(C)O)OC(F)F